C1(CCCCC1)N1N=CC=2C1=NC(=NC2)NC2=CC=C1CCN(CC1=C2)C N-(1-cyclohexyl-1H-pyrazolo[3,4-d]pyrimidin-6-yl)-2-methyl-1,2,3,4-tetrahydroisoquinolin-7-amine